2-(3-Chloro-8-(3-((methylsulfonyl)methyl)azetidin-1-yl)isoquinolin-5-yl)propan-1-ol ClC=1N=CC2=C(C=CC(=C2C1)C(CO)C)N1CC(C1)CS(=O)(=O)C